4-(4-(3,8-diazabicyclo-[3.2.1]octan-3-yl)-8-fluoro-2-(((2R,7aS)-2-fluorotetra-hydro-1H-pyrrolizin-7a(5H)-yl)methoxy)quinazolin-7-yl)-7-fluorobenzo[d]thiazol-2-amine C12CN(CC(CC1)N2)C2=NC(=NC1=C(C(=CC=C21)C2=CC=C(C1=C2N=C(S1)N)F)F)OC[C@]12CCCN2C[C@@H](C1)F